(S)- and (R)-3-(2-((4-cyanophenethyl)amino)-2-phenylacetyl)-1H-indole-6-carboxylic acid C(#N)C1=CC=C(CCN[C@H](C(=O)C2=CNC3=CC(=CC=C23)C(=O)O)C2=CC=CC=C2)C=C1 |r|